2-chloro-1-(3-fluoroazetidin-1-yl)ethan-1-one ClCC(=O)N1CC(C1)F